5-(1-(2,2-difluoroethyl)-1H-benzo[d]imidazol-6-yl)-N-((3S,4R)-3-fluoro-1-(oxetan-3-yl-3-d)piperidin-4-yl)-4-methoxypyrrolo[2,1-f][1,2,4]triazin-2-amine FC(CN1C=NC2=C1C=C(C=C2)C=2C=CN1N=C(N=C(C12)OC)N[C@H]1[C@H](CN(CC1)C1(COC1)[2H])F)F